FC1=C(C=CC(=C1F)F)C=1N=NNC1 4-(2,3,4-trifluorophenyl)-1H-1,2,3-triazol